tricholine citrate C(CC(O)(C(=O)[O-])CC(=O)[O-])(=O)[O-].OCC[N+](C)(C)C.OCC[N+](C)(C)C.OCC[N+](C)(C)C